2-methyl-5-hydroxy-benzo[d]Thiazole CC=1SC2=C(N1)C=C(C=C2)O